C1(CC1)CCC(O)C=1C=CC(=C(C1)NC(=O)[C@@H]1N(C[C@@H](C1)OC)C(=O)OC(C)(C)C)F tert-butyl (2R,4R)-2-(5-(3-cyclopropyl-1-hydroxypropyl)-2-fluorophenylcarbamoyl)-4-methoxypyrrolidine-1-carboxylate